((1R)-1-(3-(2,5-dichlorophenyl)-4,5-dihydroisoxazole-5-carboxamido)-3-methylbutyl)boronic acid ClC1=C(C=C(C=C1)Cl)C1=NOC(C1)C(=O)N[C@@H](CC(C)C)B(O)O